{3-fluoro-4-[1-isopropyl-4-(trifluoromethyl)imidazol-2-yl]-5-methoxyphenyl-methyl}pteridin-7-one FC=1C=C(C=C(C1C=1N(C=C(N1)C(F)(F)F)C(C)C)OC)CC1=NC2=NC(CN=C2C=N1)=O